2-(4-(1-(benzo[d][1,3]dioxol-5-yl)ethyl)piperazin-1-yl)-4-nitropyrimidine O1COC2=C1C=CC(=C2)C(C)N2CCN(CC2)C2=NC=CC(=N2)[N+](=O)[O-]